N1C[C@@H](CCC1)NC(OCC1=CC=CC=C1)=O benzyl (R)-piperidin-3-ylcarbamate